O(P(OCCC)(=S)OP(=S)(OCCC)OCCC)CCC O,O,O,O-tetrapropyl dithiopyrophosphate